dimethyl 6,6'-(((2,2'-dimethyl-[1,1'-biphenyl]-3,3'-diyl)bis(azanediyl))bis(carbonyl))dinicotinate CC1=C(C=CC=C1NC(=O)C1=NC=C(C(=O)OC)C=C1)C1=C(C(=CC=C1)NC(=O)C1=NC=C(C(=O)OC)C=C1)C